C(=C)C1=CC=C(C=C1)P(OCCC(C)C)(OCCC(C)C)=O di-i-pentyl (4-vinylphenylphosphonate)